C(C)OC(=O)C1(C2=CC=CC=C2C=2C=CC=CC12)C(C)=O 9-acetyl-9H-fluorene-9-carboxylic acid ethyl ester